(2S)-1-{(1R)-2-[4,6-bis(trifluoromethyl)-1,3,5-triazin-2-yl]-6-chloro-2,3,4,9-tetrahydro-1H-pyrido[3,4-b]indol-1-yl}propan-2-ol FC(C1=NC(=NC(=N1)C(F)(F)F)N1[C@@H](C=2NC3=CC=C(C=C3C2CC1)Cl)C[C@H](C)O)(F)F